N1C(CCCC1)C(C)OC1OC(C2=CC=CC=C12)=O (1-(piperidin-2-yl)ethoxy)isobenzofuran-1(3H)-one